C(C)(C1=CC(=C(C=C1)OCCC1OC1)I)(C1=CC(=C(C=C1)OCCC1OC1)I)C1=CC(=C(C=C1)OCCC1OC1)I 2,2',2''-(((ethane-1,1,1-triyltris(2-iodobenzene-4,1-diyl))tris(oxy))tris(ethane-2,1-diyl))tris(oxirane)